C1(CC1)COC1=C(C(=CC=C1F)F)CN (2-(cyclopropylmethoxy)-3,6-difluorophenyl)methylamine